FC=1C=CC(=NC1C=O)C1=CC(=NC=C1)C=O 5-fluoro-[2,4'-bipyridine]-2',6-dicarboxaldehyde